FC1=C(C#N)C=CC(=C1[N+](=O)[O-])F 2,4-difluoro-3-nitrobenzonitrile